prolyl-n-ethylamide N1[C@@H](CCC1)C(=O)[N-]CC